4-butylphenyl-ethanol C(CCC)C1=CC=C(C=C1)C(C)O